NC1=NC=CC=2N1C(=NC2C2CN(CCC2)C(C#CC)=O)C2=CC(=C(C=C2)OC2=NC=CC(=C2)C2CC2)Cl 1-(3-(5-amino-3-(3-chloro-4-((4-cyclopropylpyridin-2-yl)oxy)phenyl)imidazo[1,5-c]pyrimidin-1-yl)piperidin-1-yl)but-2-yn-1-one